5-(((trans-3-(3-cyclopropyl-4-(piperidin-1-yl)-1H-pyrazol-1-yl)cyclobutyl)methyl)amino)-2-(2,6-dioxopiperidin-3-yl)isoindoline-1,3-dione C1(CC1)C1=NN(C=C1N1CCCCC1)[C@@H]1C[C@H](C1)CNC=1C=C2C(N(C(C2=CC1)=O)C1C(NC(CC1)=O)=O)=O